C(C)(C)(C)OC(=O)N1CCN(CC1)C1=CC(=C(C=C1)CC(=O)OC)F 4-(3-fluoro-4-(2-methoxy-2-oxoethyl)phenyl)piperazine-1-carboxylic acid tert-butyl ester